C(C1=CC=CC=C1)(=O)ON1C=COC2=C(C1C1=C(C=CC=C1)OC)C(=NN2C2=CC=CC=C2)C(F)(F)F 5-(benzoyloxy)-4-(2-methoxyphenyl)-1-phenyl-3-(trifluoromethyl)-4,5-dihydro-1H-pyrazolo[4,3-f][1,4]oxazepin